(R or S)-4-(2-(3-(ethoxy-methyl)-1-(2-(6-methylpyridin-3-yl)propan-2-yl)pyrrolidin-3-yl)ethyl)-1H-thieno[3,4-d]imidazole C(C)OC[C@]1(CN(CC1)C(C)(C)C=1C=NC(=CC1)C)CCC=1SC=C2NC=NC21 |o1:4|